CC1=CC(=NN1C=1C=C2C=CN(C2=CC1)CC1=CC=C(C=C1)C1=CC=C(C=C1)NS(=O)(=O)C)C(=O)N 5-methyl-1-(1-((4'-(methylsulfonamido)-[1,1'-biphenyl]-4-yl)methyl)-1H-indol-5-yl)-1H-pyrazole-3-carboxamide